N-(4-(4-(6-(cyclopentyl(hydroxy)methyl)pyridin-2-yl)-1H-1,2,3-triazol-1-yl)-3-(6-azaspiro[2.5]octan-6-yl)phenyl)-2-hydroxyethane-1-sulfonamide C1(CCCC1)C(C1=CC=CC(=N1)C=1N=NN(C1)C1=C(C=C(C=C1)NS(=O)(=O)CCO)N1CCC2(CC2)CC1)O